N-((4,4-difluorocyclohexyl)methyl)-4-(pyridin-4-ylethynyl)benzamide diethylaminoethyl-2-(p-isobutyl-phenyl)propionate C(C)N(CC)CCOC(C(C)C1=CC=C(C=C1)CC(C)C)=O.FC1(CCC(CC1)CNC(C1=CC=C(C=C1)C#CC1=CC=NC=C1)=O)F